ClC1=C(C=C(CN2CC3(CC2)CCN(CC3)C(=O)OC(C(F)(F)F)C(F)(F)F)C=C1)N1CCCC1 1,1,1,3,3,3-Hexafluoropropan-2-yl 2-(4-chloro-3-(pyrrolidin-1-yl) benzyl)-2,8-diazaspiro[4.5]decane-8-carboxylate